FC(CN1C(N(C(C1=O)C(C)C)C=1N=C2N(CCSC3=C2C=CC(=C3)N3[C@@H](CCC3)C(=O)N)C1)=O)F (2S)-1-(2-(3-(2,2-difluoroethyl)-5-isopropyl-2,4-dioxoimidazolidin-1-yl)-5,6-dihydrobenzo[f]imidazo[1,2-d][1,4]thiazepin-9-yl)pyrrolidine-2-carboxamide